ClC=1C=CC=2N(C1)C(=NN2)NC2=CC=CC=C2 6-chloro-N-phenyl-[1,2,4]triazolo[4,3-a]pyridin-3-amine